(3-{[2-(4-chlorophenyl)imidazo[1,2-a]pyrimidin-3-yl]methyl}-3,8-diazabicyclo[3.2.1]oct-8-yl)(2-fluorophenyl)methanone ClC1=CC=C(C=C1)C=1N=C2N(C=CC=N2)C1CN1CC2CCC(C1)N2C(=O)C2=C(C=CC=C2)F